Methyl N-((4-methoxyphenyl)sulfonyl)-N-((1-methyl-4-nitro-1H-indol-3-yl)methyl)glycinate COC1=CC=C(C=C1)S(=O)(=O)N(CC(=O)OC)CC1=CN(C2=CC=CC(=C12)[N+](=O)[O-])C